N-[2-(2,4-dichlorophenyl)ethyl]-2-methyl-5-(3-methylphenoxy)pyridine-4-carboxamide ClC1=C(C=CC(=C1)Cl)CCNC(=O)C1=CC(=NC=C1OC1=CC(=CC=C1)C)C